5-[chloro[(S)-2,2-difluorocyclopropyl]methyl]-1H-1,2,4-triazole hydrogen chloride Cl.ClC(C1=NC=NN1)[C@@H]1C(C1)(F)F